C(C1=CC=CC=C1)N1CCC(CC1)NC(=O)C=1N=C(SC1)C=1C=NN(C1)C1=CC=CC=C1 N-(1-benzylpiperidin-4-yl)-2-(1-phenyl-1H-pyrazol-4-yl)-1,3-thiazole-4-carboxamide